Tert-butyl (4-(N'-hydroxycarbamimidoyl) phenyl)carbamate ON=C(N)C1=CC=C(C=C1)NC(OC(C)(C)C)=O